C(C)(C)(C)OC(CCC1CN(C1)C1=C2CCN(C2=CC=C1)C(=O)OCC1=CC=CC=C1)=O benzyl 4-[3-(3-tert-butoxy-3-oxo-propyl)azetidin-1-yl]indoline-1-carboxylate